O=C1NC(CCC1C1=C(C=C(C=C1)N1CC(C1)N(C1CCC(CC1)N1C(C2=CC(=C(C=C2C1)NC(=O)C=1C=NN2C1N=CC=C2)OC(C)C)=O)C)F)=O N-(2-((1r,4r)-4-((1-(4-(2,6-dioxopiperidin-3-yl)-3-fluorophenyl)azetidin-3-yl)(methyl)amino)cyclohexyl)-6-isopropoxy-1-oxoisoindolin-5-yl)pyrazolo[1,5-a]pyrimidine-3-carboxamide